ClC=1C(=CC2=CN(N=C2C1)C)\N=C\1/NC(N(C(N1CC1=C(C=C(C(=C1)F)F)F)=O)CC1=CN=NN1C(\C=C\C1=CC(=CC=C1)Cl)=O)=O (E)-6-((6-chloro-2-methyl-2H-indazol-5-yl)imino)-3-((1-((E)-3-(3-chlorophenyl)acryloyl)-1H-1,2,3-triazol-5-yl)methyl)-1-(2,4,5-trifluorobenzyl)-1,3,5-triazine-2,4-dione